3-(1-oxo-5-(((1S,2R)-2-(3-(pyridin-2-yl)azetidin-1-yl)cyclohexyl)oxy)isoindolin-2-yl)piperidine-2,6-dione O=C1N(CC2=CC(=CC=C12)O[C@@H]1[C@@H](CCCC1)N1CC(C1)C1=NC=CC=C1)C1C(NC(CC1)=O)=O